C(C)[C@H]1N(C[C@@H](N(C1)C=1N(N=C2C1N(C(C=C2)=O)C)C2OCCCC2)C)C(C)C2=C(C=C(C=C2)C(F)(F)F)F ((2S,5R)-5-ethyl-4-(1-(2-fluoro-4-(trifluoromethyl)phenyl)ethyl)-2-methylpiperazin-1-yl)-4-methyl-2-(tetrahydro-2H-pyran-2-yl)-2,4-dihydro-5H-pyrazolo[4,3-b]pyridin-5-one